aminoallylcytidine NC=CC[C@@]1([C@H](O)[C@H](O)[C@@H](CO)O1)N1C(=O)N=C(N)C=C1